tert-Butyl ((1r,3r)-3-((5-formyl-2-(1-methyl-1H-pyrazol-4-yl)-1-(phenylsulfonyl)-1H-pyrrolo[2,3-b]pyridin-4-yl)amino)cyclobutyl)carbamate C(=O)C=1C(=C2C(=NC1)N(C(=C2)C=2C=NN(C2)C)S(=O)(=O)C2=CC=CC=C2)NC2CC(C2)NC(OC(C)(C)C)=O